(S)-N-((2-(6-(3-hydroxy-3-methylpyrrolidin-1-yl)pyridin-2-yl)-1,6-naphthyridin-7-yl)methyl)-4-methyl-3-(methylsulfonyl)benzamide O[C@@]1(CN(CC1)C1=CC=CC(=N1)C1=NC2=CC(=NC=C2C=C1)CNC(C1=CC(=C(C=C1)C)S(=O)(=O)C)=O)C